[1,2,3]triazolo[1,5-a]pyridin-3-yl-(3,5-dichloro-4-methoxyphenyl)methanone N1=NC(=C2N1C=CC=C2)C(=O)C2=CC(=C(C(=C2)Cl)OC)Cl